CC1(N=C(OC2=C1C=CC=C2)C2=CC=CC=C2)CCC#N 4-methyl-4-cyanoethyl-2-phenyl-(4H)-1,3-benzoxazine